2-((2-methyl-2,3-dihydrobenzofuran-5-yl)methyl)-6-(phenylsulfonyl)phthalazin-1(2H)-one CC1OC2=C(C1)C=C(C=C2)CN2C(C1=CC=C(C=C1C=N2)S(=O)(=O)C2=CC=CC=C2)=O